2-[(2-amino-3-pyridyl)methylamino]ethanol NC1=NC=CC=C1CNCCO